(S)-4-(5-(4-phenyl-3,4-dihydro-1H-benzo[4,5]imidazo[2,1-c][1,4]oxazin-7-yl)pyrimidin-2-yl)piperazine-1-sulfonamide benzyl-1-(2-aminoethyl)cyclopropane-1-carboxylate C(C1=CC=CC=C1)OC(=O)C1(CC1)CCN.C1(=CC=CC=C1)[C@@H]1N2C(COC1)=NC1=C2C=C(C=C1)C=1C=NC(=NC1)N1CCN(CC1)S(=O)(=O)N